tertiary butyl-diphenyl-silane C(C)(C)(C)[SiH](C1=CC=CC=C1)C1=CC=CC=C1